C1=NC=C(C2=CC=CC=C12)N1C(N(C[C@@H]1C#N)C1=NC(=CC=C1OC)C(F)(F)F)=O |r| racemic-3-(isoquinolin-4-yl)-1-(3-methoxy-6-(trifluoromethyl)pyridin-2-yl)-2-oxoimidazoline-4-carbonitrile